3-(4-methylbenzylidene)camphor tert-Butyl-4-((2-(2-(quinoxaline-2-carboxamido)phenyl)benzofuran-6-yl)methyl)piperazine-1-carboxylate C(C)(C)(C)OC(=O)N1CCN(CC1)CC1=CC2=C(C=C(O2)C2=C(C=CC=C2)NC(=O)C2=NC3=CC=CC=C3N=C2)C=C1.CC1=CC=C(C=C2C(C3(CCC2C3(C)C)C)=O)C=C1